(3,5-difluorophenyl)cyclobutylcarbamic acid tert-butyl ester C(C)(C)(C)OC(N(C1CCC1)C1=CC(=CC(=C1)F)F)=O